3-(6-chloro-2-(1H-indazol-6-yl)-1H-benzo[d]imidazol-1-yl)-4,4-dimethylpentanoic acid ClC=1C=CC2=C(N(C(=N2)C2=CC=C3C=NNC3=C2)C(CC(=O)O)C(C)(C)C)C1